FC(C1(CC1)CO)(F)F 1-(trifluoromethyl)cyclopropanemethanol